2-(3-sulfopropyloxy)thioxanth-9-one S(=O)(=O)(O)CCCOC1=CC=2C(C3=CC=CC=C3SC2C=C1)=O